N-hydroxy-5-camphene-2,3-dicarboximide trifluoromethanesulfonate FC(S(=O)(=O)O)(F)F.ON1C(=O)C2C3(C=CC(C2C1=O)C3(C)C)C